C(C)(C)(C)OC(N[C@H](CC1C(NC2(CC2)C1)=O)C(CO)=O)=O ((2R)-4-hydroxy-3-oxo-1-(5-oxo-4-azaspiro[2.4]hept-6-yl)butan-2-yl)carbamic acid tert-butyl ester